(E)-3-(4-methoxyphenyl)-N-(2-pyridinyl)-N-tetrahydrothiophen-3-yl-prop-2-enamide COC1=CC=C(C=C1)/C=C/C(=O)N(C1CSCC1)C1=NC=CC=C1